2-chloro-4-(triphenylmethoxy)butyraldehyde ClC(C=O)CCOC(C1=CC=CC=C1)(C1=CC=CC=C1)C1=CC=CC=C1